(3S)-1-tert-butoxycarbonyl-6-oxo-piperidine-3-carboxylic acid C(C)(C)(C)OC(=O)N1C[C@H](CCC1=O)C(=O)O